C(C)(C)(C)OC(=O)N1CCC(CC1)N1C(NC2=C1C=CC=C2Cl)=O 4-(4-chloro-2-oxo-2,3-dihydro-1H-1,3-benzodiazol-1-yl)piperidine-1-carboxylic acid tert-butyl ester